N,N-Bis(3-aminopropyl)octadecylamine NCCCN(CCCN)CCCCCCCCCCCCCCCCCC